(1S,3R)-N-[4-(7-fluoro-3-isopropyl-benzimidazol-5-yl)-5-methyl-2-pyridyl]-3-[(methylsulfonimidoyl)amino]cyclohexanecarboxamide FC1=CC(=CC2=C1N=CN2C(C)C)C2=CC(=NC=C2C)NC(=O)[C@@H]2C[C@@H](CCC2)NS(=O)(=N)C